NC=1SC(=C(N1)CC(=O)OC)C(CBr)=O methyl 2-[2-amino-5-(2-bromoacetyl)-1,3-thiazol-4-yl]acetate